CC=1C=C(C(=O)N)C=C(C1)OP(=O)(O)O 3-methyl-5-(phosphonooxy)benzamide